1-tert-Butoxycarbonyl-(R)-2-methylpyrrolidine-2-carboxylic acid C(C)(C)(C)OC(=O)N1[C@](CCC1)(C(=O)O)C